[H-].C1(CCCO1)=O butyrolactone hydride